C[C@@]12CC[C@@H]3[C@@H]([C@H]1C(=C)CC[C@H]2O)OC(=O)C3=C The molecule is a sesquiterpene lactone of the eudesmanolide group, found particularly in Magnolia grandiflora and Laurus nobilis. It has a role as a metabolite. It is a sesquiterpene lactone and an organic heterotricyclic compound.